CC1=CC=C(C2=CC=CC=C12)CO (4-Methylnaphthalene-1-yl)methanol